OC1=CC=C(C=C1)C1(C2=CC=CC(=C2C=2C(=CC=CC12)C1=CC2=CC=CC=C2C=C1)C1=CC2=CC=CC=C2C=C1)C1=CC=C(C=C1)O 9,9-bis(4-hydroxyphenyl)-4,5-bis(2-naphthyl)fluorene